C(=O)O.FC1(CNCC2(CCN(C2)C(=O)C2=C3N(C=4C=CC=CC24)CCC3)C1)F (9,9-difluoro-2,7-diazaspiro[4.5]decan-2-yl)(2,3-dihydro-1H-pyrrolo[1,2-a]indol-9-yl)methanone formate